CN(C)[Si](C)(C)C[Si](N(C)C)(C)C Bis(dimethylaminodimethylsilyl)methane